N-(4-(1-(2-(4,4-difluoropiperidin-1-yl)-6-methylpyrimidin-4-yl)-1H-pyrazol-4-yl)-3-(6-Azaspiro[2.5]octane-6-yl)phenyl)-2-hydroxyethane-1-sulfonamide FC1(CCN(CC1)C1=NC(=CC(=N1)N1N=CC(=C1)C1=C(C=C(C=C1)NS(=O)(=O)CCO)N1CCC2(CC2)CC1)C)F